N-(4-chloro-1-p-toluenesulfonyl-1H-pyrrolo[2,3-b]pyridin-6-yl)cyclopropylcarboxamide ClC1=C2C(=NC(=C1)NC(=O)C1CC1)N(C=C2)S(=O)(=O)C2=CC=C(C)C=C2